(6-Chloro-7-fluoro-4-(1-methylpiperidin-4-yl)-1H-indol-2-yl)(4-(5-fluoro-3-methoxypyridin-2-yl)piperazin-1-yl)methanone ClC1=CC(=C2C=C(NC2=C1F)C(=O)N1CCN(CC1)C1=NC=C(C=C1OC)F)C1CCN(CC1)C